2-(1-methylpiperidin-4-yl)-5-(4,4,5,5-tetramethyl-1,3,2-dioxaborolan-2-yl)benzo[d]oxazole CN1CCC(CC1)C=1OC2=C(N1)C=C(C=C2)B2OC(C(O2)(C)C)(C)C